(Z)-N-(2-(dimethylamino)ethyl)-N-methyl-3-(3-(naphthalen-2-yl)-1-phenyl-1H-pyrazol-4-yl)acrylamide CN(CCN(C(\C=C/C=1C(=NN(C1)C1=CC=CC=C1)C1=CC2=CC=CC=C2C=C1)=O)C)C